rel-(S)-6-bromo-2-(1-methylpyrrolidin-2-yl)imidazo[1,2-a]pyrazine BrC=1N=CC=2N(C1)C=C(N2)[C@H]2N(CCC2)C |o1:10|